BrC=1N=C(C(=NC1)N1CCC2([C@@H]([C@@H](OC2)C)NC(OC(C)(C)C)=O)CC1)CF tert-butyl (3S,4S)-8-(5-bromo-3-(fluoromethyl)pyrazin-2-yl)-3-methyl-2-oxa-8-azaspiro[4.5]decan-4-ylcarbamate